ClC=1C=C(C=CC1CCOCCNC)NC(C=CC=1C=C2CN(C(C2=CC1)=O)C1C(NC(CC1)=O)=O)=O N-(3-chloro-4-(2-(2-(methylamino)ethoxy)ethyl)phenyl)-3-(2-(2,6-dioxopiperidin-3-yl)-1-oxoisoindolin-5-yl)propenamide